7-[2-(cyclopropylmethoxy)-5-methylsulfonylphenyl]-5-methylfuro[3,2-c]pyridin-4-one C1(CC1)COC1=C(C=C(C=C1)S(=O)(=O)C)C=1C2=C(C(N(C1)C)=O)C=CO2